C(C)(C)N(C(C)C)CC1=CC=C(O1)\C(\C=N\NC(NC)=S)=N\NC(NC)=S (2E,2'E)-2,2'-(1-(5-((diisopropylamino)methyl)furan-2-yl)ethane-1,2-diylidene)bis(N-methylhydrazine-1-carbothioamide)